FC=1C=C(C=NC1)[C@H]([C@@H]1N([C@@H](CC1)CCC)C(=O)OC(C)(C)C)O tert-butyl (2R,5R)-2-((R)-(5-fluoropyridin-3-yl)(hydroxy)methyl)-5-propyl-pyrrolidine-1-carboxylate